CC1=C(C=CC=C1)C=1C(=C(SC1)NC(=O)NCCCCN1CCCC1)C(=O)N 4-(2-methylphenyl)-2-{3-[4-(pyrrolidin-1-yl)butyl]ureido}thiophene-3-carboxamide